C(C)(C)(C)OC(=O)N1C=NCC1 4,5-dihydro-1H-imidazole-1-carboxylic acid tert-butyl ester